CSC1=C(C=CC=C1)NC1=C(C=CC=C1)SC bis(2-methylthiophenyl)amine